N-(4-amino-1H-pyrazolo[4,3-c]pyridin-7-yl)-2-oxo-2-[(2R,5S)-5-methyl-2-(3-pyridyl)-1-piperidyl]acetamide NC1=NC=C(C2=C1C=NN2)NC(C(N2[C@H](CC[C@@H](C2)C)C=2C=NC=CC2)=O)=O